O1COC2=C1C=CC(=C2)NC2=NC=C(C(=N2)N2CCCC2)C(F)(F)F N-(benzo[d][1,3]dioxol-5-yl)-4-(pyrrolidin-1-yl)-5-(trifluoromethyl)pyrimidin-2-amine